2,3-dimethyl-4-acetyl-N-(3-methylphenyl)isothiazol-5(2H)-imine CN1SC(C(=C1C)C(C)=O)=NC1=CC(=CC=C1)C